((3-chloro-1,4-diphenoxy-1,4-dihydronaphthalen-2-ylamino)methyl)-N-(2-methyl-1H-indol-5-yl)benzamide ClC1=C(C(C2=CC=CC=C2C1OC1=CC=CC=C1)OC1=CC=CC=C1)NCC1=C(C(=O)NC=2C=C3C=C(NC3=CC2)C)C=CC=C1